C(C)[C@]1(C(OCC=2C(N3CC=4C(=NC=5C=C(C(=C6C5C4C(CC6)(CO)O)C)F)C3=CC21)=O)=O)O (9S)-9-Ethyl-5-fluoro-1,9-dihydroxy-1-(hydroxymethyl)-4-methyl-1,2,3,9,12,15-hexahydro-10H,13H-benzo[de]pyrano[3',4':6,7]indolizino[1,2-b]quinoline-10,13-dione